N1=C(C=CC2=CC=CC=C12)C1=N[N-]C(N1C1=CC=C(C=C1)C)=S.[Na+] Sodium 3-(quinolin-2-yl)-5-thioxo-4-(p-tolyl)-4,5-dihydro-1,2,4-triazol-1-ide